C1CCN(C1)CCN N-(2-aminoethyl)pyrrolidine